C(CCCCCCC\C=C/CCCCCCCC)(=O)O.C(CCCCCCCCCCC)(=O)O lauric acid oleate